ClC=1C(=CC2=C(N=C(N=C2)SC)N1)C1=C(C=CC=C1)Cl 7-chloro-6-(2-chlorophenyl)-2-(methylthio)pyrido[2,3-d]pyrimidine